C(C1=CC=CC=C1)SC=1C(=C(C=CC1)N1C[C@H](CCC1)N(C)C)C(F)F (3S)-1-[3-(benzylsulfanyl)-2-(difluoromethyl)phenyl]-N,N-dimethylpiperidin-3-amine